tert-butyl (S)-6-((2,6-dioxopiperidin-3-yl)amino)-2H-spiro[benzofuran-3,4'-piperidine]-1'-carboxylate O=C1NC(CC[C@@H]1NC1=CC2=C(C=C1)C1(CCN(CC1)C(=O)OC(C)(C)C)CO2)=O